(R)-8-(4-chloro-2-fluorophenyl)-6-(2-(1-cyclopropyl-1H-pyrazol-4-yl)morpholino)-2,3-dimethylpyrido[3,4-d]pyrimidin-4(3H)-one ClC1=CC(=C(C=C1)C1=NC(=CC2=C1N=C(N(C2=O)C)C)N2C[C@H](OCC2)C=2C=NN(C2)C2CC2)F